F[C@@H]1CN(CC1)C(=O)[C@@H]1CCCC=2N1C(N(N2)CC=2N=C(SC2)C(F)(F)F)=O (5S)-5-{[(3S)-3-Fluoropyrrolidin-1-yl]carbonyl}-2-{[2-(trifluoromethyl)-1,3-thiazol-4-yl]methyl}-5,6,7,8-tetrahydro[1,2,4]triazolo[4,3-a]pyridin-3(2H)-one